P(=O)([O-])([O-])[O-].[Cr](=O)(O)O.[Al+3] aluminum chromite phosphate